O=C1N(CCC2=CC(=CC=C12)B1OC(C(O1)(C)C)(C)C)C(=O)OC(C)(C)C tert-butyl 1-oxo-6-(4,4,5,5-tetramethyl-1,3,2-dioxaborolan-2-yl)-3,4-dihydroisoquinoline-2(1H)-carboxylate